Allylsucrose C=CCOC[C@@]1([C@H]([C@@H]([C@H](O1)CO)O)O)O[C@@H]2[C@@H]([C@H]([C@@H]([C@H](O2)CO)O)O)O